3-chloro-4-(2,2-difluoroethoxy)-2-fluoro-aniline ClC=1C(=C(N)C=CC1OCC(F)F)F